FC=1C=C2N=CC=3N(C(N4C3C2=C(OCC42CC2)C1C=1C=CC(=NC1)OCCCN1C(CCCC1)C(=O)N)=O)C 1-(3-((5-(6-fluoro-2-methyl-1-oxo-2,9-dihydro-1H-spiro[8-oxa-2,4,10a-triazanaphtho[2,1,8-cde]azulene-10,1'-cyclopropan]-7-yl)pyridin-2-yl)oxy)propyl)piperidine-2-carboxamide